C1(CC1)S(=O)(=O)N1CC2=C(C=C(C=C2CC1)C=1C=C2C(=NC1)NC=C2C)[C@H]2N(CCC2)C(=O)OC(C)(C)C (S)-tert-butyl 2-(2-(cyclopropylsulfonyl)-6-(3-Methyl-1H-pyrrolo[2,3-b]pyridin-5-yl)-1,2,3,4-tetrahydroisoquinolin-8-yl)pyrrolidine-1-carboxylate